(S)-6-Ethyl-N-((S)-1-(5-(4-(oxazol-2-yl)phenyl)oxazol-2-yl)-7-oxononyl)-6-azaspiro[2.5]octan-1-carboxamid C(C)N1CCC2(C[C@@H]2C(=O)N[C@@H](CCCCCC(CC)=O)C=2OC(=CN2)C2=CC=C(C=C2)C=2OC=CN2)CC1